FC1(C=CN(C1)C(=O)[O-])F 4,4-difluoropyrrole-1-carboxylate